1,1'-([2,2'-bithiophene]-3,3'-diyl)bis(ethan-1-one) S1C(=C(C=C1)C(C)=O)C=1SC=CC1C(C)=O